tert-butyl (S)-2-(4-(methylcarbamoyl)-6-phenylbenzo[d]oxazol-2-yl)-pyrrolidine-1-carboxylate CNC(=O)C1=CC(=CC2=C1N=C(O2)[C@H]2N(CCC2)C(=O)OC(C)(C)C)C2=CC=CC=C2